(2S,3S)-3-hydroxy-N-(m-tolyl)pyrrolidine-2-carboxamide O[C@@H]1[C@H](NCC1)C(=O)NC=1C=C(C=CC1)C